tert-butyl N-[(1s,3s)-3-[2-(3-[6-amino-5-cyano-4-isopropyl-3-methyl-1H-pyrano[2,3-c]pyrazol-4-yl]-5-(hydroxymethyl)phenyl)ethynyl]cyclobutyl]carbamate NC1=C(C(C2=C(NN=C2C)O1)(C(C)C)C=1C=C(C=C(C1)CO)C#CC1CC(C1)NC(OC(C)(C)C)=O)C#N